C(C)(C)(C)OC(=O)N1C[C@@](O[C@H](C1)N1C(NC(C=C1)=O)=O)(CO[Si](C(C)C)(C(C)C)C(C)C)COC(C1=CC=CC=C1)(C1=CC=C(C=C1)OC)C1=CC=C(C=C1)OC (2S,6R)-2-[[bis(4-methoxyphenyl)-phenyl-methoxy]methyl]-6-(2,4-dioxo-pyrimidin-1-yl)-2-(triisopropylsilyloxymethyl)morpholine-4-carboxylic acid tert-butyl ester